COC(=O)C1(CC1)CN1CCNCC1 1-(piperazin-1-ylmethyl)cyclopropane-1-carboxylic acid methyl ester